1-(4-methoxybenzyl)-5-(methylsulfonyl)-1H-pyrazolo[3,4-b]pyridin COC1=CC=C(CN2N=CC=3C2=NC=C(C3)S(=O)(=O)C)C=C1